tert-butyl 4-{7-[6-(methoxymethoxy)-2,7-dimethylindazol-5-yl]-5-(methylcarbamoyl)-1,8-naphthyridin-3-yl}piperazine-1-carboxylate COCOC=1C(=CC2=CN(N=C2C1C)C)C1=CC(=C2C=C(C=NC2=N1)N1CCN(CC1)C(=O)OC(C)(C)C)C(NC)=O